CN1C(C(CCC1=O)N1C(C2=CC=C(C=C2C1=O)N1CCN(CC1)C1CCN(CC1)CC(=O)O)=O)=O 2-(4-(4-(2-(1-methyl-2,6-dioxopiperidin-3-yl)-1,3-dioxoisoindolin-5-yl)piperazin-1-yl)piperidin-1-yl)acetic acid